benzoxazol-2(3H)-one O1C(NC2=C1C=CC=C2)=O